BrCCCCCC(OCCCCCCCC)OCCCCCCCC 6-bromo-1,1-dioctyloxy-hexane